1-sec-Butyl-7-[((R)-cyclopropyl-quinolin-3-yl-methyl)-amino]-1H-pyrazolo[4,3-d]pyrimidine-5-carboxylic acid N'-acetyl-hydrazide C(C)(=O)NNC(=O)C=1N=C(C2=C(N1)C=NN2C(C)CC)N[C@@H](C=2C=NC1=CC=CC=C1C2)C2CC2